BrC(C)C1=CC(=CC=C1)OC 1-(1-bromoethyl)-3-methoxybenzene